CC1(NC=C(C2=CC(=NC=C12)N)C1=NN2C(C=CC(=C2)C)=N1)N 1-methyl-4-(6-methyl-[1,2,4]triazolo[1,5-a]pyridin-2-yl)-2,7-naphthyridin-1,6-diamine